tert-butyl-((2-(2,6-dioxopiperidin-3-yl)-1,3-dioxoisoindolin-5-yl) oxy) butyrate C(CCC)(=O)OOC=1C(=C2C(N(C(C2=CC1)=O)C1C(NC(CC1)=O)=O)=O)C(C)(C)C